(Z)-2-(4-chloro-2-trifluoromethyl-benzylidene)-6-hydroxybenzofuran-3(2H)-one ClC1=CC(=C(\C=C\2/OC3=C(C2=O)C=CC(=C3)O)C=C1)C(F)(F)F